4-((2R,4r,6S)-2-(difluoromethyl)-7-((5-methoxy-7-methyl-1H-indol-4-yl)methyl)-7-azaspiro[3.5]nonan-6-yl)-N-((3-hydroxyoxetan-3-yl)methyl)benzamide FC(C1CC2(C1)C[C@H](N(CC2)CC2=C1C=CNC1=C(C=C2OC)C)C2=CC=C(C(=O)NCC1(COC1)O)C=C2)F